7-(Cyclopentylamino)-5-fluoro-2-((((3S,4S)-3-fluoropiperidin-4-yl)thio)methyl)quinazolin-4(3H)-one C1(CCCC1)NC1=CC(=C2C(NC(=NC2=C1)CS[C@@H]1[C@H](CNCC1)F)=O)F